ClC1=CC=C(C=C1)C1=CN=C(S1)C12CC(C1)(C2)NC(=O)N2N=C(C=C2)C2(CC2)S(=O)(=O)C N-[3-[5-(4-chlorophenyl)thiazol-2-yl]-1-bicyclo[1.1.1]pentyl]-3-(1-methylsulfonyl-cyclopropyl)pyrazole-1-carboxamide